chlorobutyl chloromethyl carbonate C(OCCCCCl)(OCCl)=O